C(C)(=O)OC1O[C@@H]([C@H]([C@@H]([C@@H]1NC(=O)C1CCC1)OC(C)=O)OC(C)=O)COC(C)=O (3S,4R,5S,6R)-6-(acetoxymethyl)-3-(cyclobutanecarboxamido)tetrahydro-2H-pyran-2,4,5-triyl triacetate